C(C1=CC=CC=C1)OC=1C=C2C(=C(N(C2=CC1)C1=CC(=C(C=C1)F)C)C(C)C)CC(C(=O)OC)(C)OC methyl 3-(5-(benzyloxy)-1-(4-fluoro-3-methylphenyl)-2-isopropyl-1H-indol-3-yl)-2-methoxy-2-methylpropionate